N[C@H](CCCNC(N)=N)C(=O)N.N[C@H](CCCNC(N)=N)C(=O)N.N[C@H](CCCNC(N)=N)C(=O)N.N[C@H](CCCNC(N)=N)C(=O)N.N[C@H](CCCNC(N)=N)C(=O)N.N[C@H](CCCNC(N)=N)C(=O)N Hexa-D-Arginine Amide